(S)-1-((phenethylcarbamoyl)-L-alanyl)pyrrolidine-2-carboxamide C(CC1=CC=CC=C1)NC(=O)N[C@@H](C)C(=O)N1[C@@H](CCC1)C(=O)N